di-t-Butyl-tin C(C)(C)(C)[Sn]C(C)(C)C